4-((2,2'-dimethyl-[1,1'-biphenyl]-4-yl)oxy)aniline CC1=C(C=CC(=C1)OC1=CC=C(N)C=C1)C1=C(C=CC=C1)C